FC(S(=O)(=O)OC1=C(C2=C(C([C@@]3([C@@H](CC(C=C3OC)=O)C)O2)=O)C(=C1)OC(F)F)Cl)(F)F [(2S,5'R)-7-chloro-4-(difluoromethoxy)-1'-methoxy-5'-methyl-3,3'-dioxo-spiro[benzofuran-2,6'-cyclohexene]-6-yl] trifluoromethanesulfonate